carbazoleAt C1(=CC=CC=2C3=CC=CC=C3NC12)C(=O)[O-]